(Trans-4-(5-(4-hydroxy-2-sulfamoylphenyl)thiazol-2-yl)cyclohexyl)carbamic acid isopropyl ester C(C)(C)OC(N[C@@H]1CC[C@H](CC1)C=1SC(=CN1)C1=C(C=C(C=C1)O)S(N)(=O)=O)=O